C(C)(=O)N1C(/C(/C=2C1=NC(=CC2)C(=O)OC)=C(\C2=CC=CC=C2)/OCC)=O (E)-methyl 1-acetyl-3-(ethoxy(phenyl)methylene)-2-oxo-2,3-dihydro-1H-pyrrolo[2,3-b]pyridine-6-carboxylate